(R)-3-((1-methylpyrrolidin-2-yl) methyl)-1H-indol-4-yl acetate C(C)(=O)OC1=C2C(=CNC2=CC=C1)C[C@@H]1N(CCC1)C